ClC=1C=C(C=CC1OC)CNC1=NC(=NC=C1C(NCC1=NC=CC=N1)=O)N1[C@@H](CCC1)COC(CCCCCO[N+](=O)[O-])=O.C(\C=C/C(=O)O)(=O)O (2Z)-but-2-enedioic acid [(2S)-1-(4-{[(3-chloro-4-methoxyphenyl)methyl]amino}-5-{[(pyrimidin-2-yl)methyl]carbamoyl}pyrimidin-2-yl)pyrrolidin-2-yl]methyl-6-(nitrooxy)hexanoate